Tert-butyl N-[[(2R)-oxiran-2-yl]methyl]carbamate O1[C@@H](C1)CNC(OC(C)(C)C)=O